FC(C1=C(OC(C2=CC=CC=C2)(C2=CC=CC=C2)OC2=C(C=C(C=C2)N)C(F)(F)F)C=CC(=C1)N)(F)F bis(2-trifluoromethyl-4-aminophenoxy)diphenylmethane